NC1=NC=C(C=N1)NC(=O)NC(C(F)(F)F)C=1OC2=C(C1C)C=C(C=C2F)F (2-aminopyrimidin-5-yl)-3-(1-(5,7-difluoro-3-methylbenzofuran-2-yl)-2,2,2-trifluoroethyl)urea